FC(S(=O)(=O)C=1C=C(C=CC1)C[C@H]1CC2(CNC2)CC1)(F)F (6S)-6-[[3-(trifluoro-methylsulfonyl)phenyl]methyl]-2-aza-spiro[3.4]octane